FC(C(=O)O)(F)F.CN1C=2C=3C=CN=C(CCCCC(C(NC2C=N1)=O)C)C3 Methyl-9-methyl-3,4,7,15-tetraazatricyclo[12.3.1.02,6]Octadecan-1(18),2(6),4,14,16-pentaen-8-one trifluoroacetate